C(C)(C)(C)N(C(O)=O)CCNC1CCCC1.C(C)(C)(C)OC(=O)NCCN(C(C(=O)OC)=O)C1CCCC1 Methyl 2-((2-((tert-butoxycarbonyl)amino)ethyl)(cyclopentyl)amino)-2-oxoacetate t-butyl-(2-(cyclopentylamino)ethyl)carbamate